(7S)-5,8-diethyl-7-(2-hydroxyethyl)-2-(((1-(3-(trifluoromethyl)benzyl)-1H-pyrazol-4-yl)methyl)amino)-7,8-dihydropteridin-6(5H)-one C(C)N1C=2C=NC(=NC2N([C@H](C1=O)CCO)CC)NCC=1C=NN(C1)CC1=CC(=CC=C1)C(F)(F)F